9-(2,5-bis(dibenzo[b,d]furan-4-yl)phenyl)-2-chloro-9H-carbazole C1=CC=C(C=2OC3=C(C21)C=CC=C3)C3=C(C=C(C=C3)C3=CC=CC2=C3OC3=C2C=CC=C3)N3C2=CC=CC=C2C=2C=CC(=CC32)Cl